(3S)-1-{2-[1-(2-chlorophenyl)-1H-pyrazol-4-yl]-1,3-thiazole-4-carbonyl}-3-methylpiperazine ClC1=C(C=CC=C1)N1N=CC(=C1)C=1SC=C(N1)C(=O)N1C[C@@H](NCC1)C